3-nitro-6-(1,2,3-triazol-1-yl)pyridin-2-amine [N+](=O)([O-])C=1C(=NC(=CC1)N1N=NC=C1)N